C(C)OC(C(C)C#N)=O ethyl-α-cyanopropionate